C1(CC1)S(=O)(=O)N1CC(=CCC1)C1=NC=CC(=C1C=O)NC(OC(C)(C)C)=O tert-butyl [1'-(cyclopropylsulfonyl)-3-formyl-1',2',5',6'-tetrahydro[2,3'-bipyridin]-4-yl]carbamate